CC1=C(C=C(C(=O)NCC2=NC=C3C=CC(=NC3=C2)N2CCN(CC2)C2=NC=CN=C2)C=C1)S(=O)(=O)C 4-methyl-3-(methylsulfonyl)-N-((2-(4-(pyrazin-2-yl)piperazin-1-yl)-1,6-naphthyridin-7-yl)methyl)benzamide